6-[3-(3-[(benzo[d]thiazol-7-ylmethyl-d2)amino]propanoyl)-3,8-diazabicyclo[3.2.1]octan-8-yl]pyridine-3-carbonitrile S1C=NC2=C1C(=CC=C2)C([2H])([2H])NCCC(=O)N2CC1CCC(C2)N1C1=CC=C(C=N1)C#N